N(=O)N(O)C1=CC=CC=C1 N-nitrosophenyl-hydroxylamine